tert-butyl 5-bromo-2,3-dihydro-1H-isoindole-2-carboxylate BrC=1C=C2CN(CC2=CC1)C(=O)OC(C)(C)C